O[C@@H]1CN(C[C@@H]1O)C(C#CC1=CC=C(C=C1)C1=C(C=CC=C1)C(F)(F)F)=O 1-[(3R,4S)-3,4-dihydroxypyrrolidin-1-yl]-3-[2'-(trifluoromethyl)[1,1'-biphenyl]-4-yl]prop-2-yn-1-one